Tert-butyl ((1S,3S)-3-((6-cyano-8-(isopropylamino)pyrido[3,4-d]pyrimidin-2-yl) amino)cyclopentyl)carbamate C(#N)C1=CC2=C(N=C(N=C2)N[C@@H]2C[C@H](CC2)NC(OC(C)(C)C)=O)C(=N1)NC(C)C